BrC=1C=C(C(=C(C1)S(=O)(=O)NC=1C(=C(C(=O)NC)C=C(C1)C1(CCC1)C#N)O)O)CC 3-((5-Bromo-3-ethyl-2-hydroxyphenyl)sulfonamido)-5-(1-cyanocyclobutyl)-2-hydroxy-N-methylbenzamide